4-chloro-6-(2-fluorophenyl)pyrimidine ClC1=NC=NC(=C1)C1=C(C=CC=C1)F